2,4,6-trimethyl-1,3-benzenedimethanethiol CC1=C(C(=CC(=C1CS)C)C)CS